6-(2-aminopyrimidin-5-yl)-3-(3-methoxybenzyl)quinazolin-4(3H)-one NC1=NC=C(C=N1)C=1C=C2C(N(C=NC2=CC1)CC1=CC(=CC=C1)OC)=O